1,4,7,10-tetraoxaundecyl-mesylate O(CCOCCOCCOC)CS(=O)(=O)[O-]